(1S,22S)-2,8,15,21-Tetraoxa-5,18-diazatricyclo[20.4.0.09,14]hexacosane [C@H]12OCCNCCOC3CCCCC3OCCNCCO[C@H]2CCCC1